1-4-bromophenyl-1,3-butadiene BrC1=CC=C(C=C1)C=CC=C